COC=1C=NC=CC1C1=NNC(=C1)NC(CC)=O N-(3-(3-methoxypyridin-4-yl)-1H-pyrazol-5-yl)propanamide